C(C)(C)(C)OC(=O)N1[C@H](CN[C@@H](C1)C)C1=CC=C(C=C1)F.FC1=CC=C(C=C1)[C@@H]1N(C[C@H](N(C1)C(C(C)(C)C)=O)C)C(=O)OC(C)(C)C (2S,5R)-tert-butyl 2-(4-fluorophenyl)-5-methyl-4-pivaloylpiperazine-1-carboxylate (2S,5R)-tert-butyl-2-(4-fluorophenyl)-5-methylpiperazine-1-carboxylate